sodium 2-[(2-aminoethyl)amino]ethane-sulfonate NCCNCCS(=O)(=O)[O-].[Na+]